ethyl 2-{[3-(diethylamino) propyl] amino}-1,3-thiazole-4-carboxylate C(C)N(CCCNC=1SC=C(N1)C(=O)OCC)CC